BrC1=C2C=CN(C2=C(C=C1C)C)C(=O)OC(C)(C)C tert-Butyl 4-bromo-5,7-dimethyl-1H-indole-1-carboxylate